((Diisobutoxythiophosphoryl)thio)-2-methylpropanoic acid C(C(C)C)OP(=S)(OCC(C)C)SC(C(=O)O)(C)C